6-(4-(difluoromethoxy)phenyl)-N-(1-(4-fluorophenyl)ethyl)-1-(2-morpholinylethyl)-2-oxo-1,2-dihydro-1,8-naphthyridine-3-carboxamide FC(OC1=CC=C(C=C1)C=1C=C2C=C(C(N(C2=NC1)CCN1CCOCC1)=O)C(=O)NC(C)C1=CC=C(C=C1)F)F